1-(2-(2-benzyl-4-methylphenoxy)ethyl)-4-methylpiperazine citrate C(CC(O)(C(=O)O)CC(=O)O)(=O)O.C(C1=CC=CC=C1)C1=C(OCCN2CCN(CC2)C)C=CC(=C1)C